CN(C(COC(C(=O)[O-])CCCCC=CCCCCCCCC)COCCCC(=O)OC)C (2-(dimethylamino)-3-(4-methoxy-4-oxobutoxy)propoxy)hexadec-7-enoate